Perfluorophenyl 4-((1H-pyrazol-1-yl)methyl)-2,3-dimethoxybenzoate N1(N=CC=C1)CC1=C(C(=C(C(=O)OC2=C(C(=C(C(=C2F)F)F)F)F)C=C1)OC)OC